FC=1C=CC(=NC1C)C1=NNC=C1C=1N=C2C=C(C=NC2=CC1)C=1C=NN(C1)C(=O)OC(C)C isopropyl 4-[6-[3-(5-fluoro-6-methyl-2-pyridyl)-1H-pyrazol-4-yl]-1,5-naphthyridin-3-yl]pyrazole-1-carboxylate